((3-(4-(trifluoromethyl)benzyl)-1,2,4-oxadiazol-5-yl)methyl)acrylic acid FC(C1=CC=C(CC2=NOC(=N2)CC(C(=O)O)=C)C=C1)(F)F